10Z-Pentadecenal CCCC/C=C\CCCCCCCCC=O